NC1=CC=C(C=C1)CCN1[C@@H](O[C@@H](C1=O)C)C=1C(=NN(C1)C1=CC=C(C=C1)Br)C1=NC=C(C=C1)F (2S,5R)-3-(4-aminophenylethyl)-2-(1-(4-bromophenyl)-3-(5-fluoropyridin-2-yl)-1H-pyrazol-4-yl)-5-methyloxazolidin-4-one